1-[5-chloro-2-(2-hydroxyethyl)phenyl]-3-(2-fluoropyridin-4-yl)urea ClC=1C=CC(=C(C1)NC(=O)NC1=CC(=NC=C1)F)CCO